didodecyl trisulfide C(CCCCCCCCCCC)SSSCCCCCCCCCCCC